1-ethyl-3-(trifluoromethyl)-1H-pyrazole-5-ol C(C)N1N=C(C=C1O)C(F)(F)F